NN1C(C2=CC=CC=C2C=C1)=O aminoisoquinolin-1(2H)-one